2-[[6-(1,3-benzothiazol-2-ylamino)-5-methyl-pyridazin-3-yl]-(3,4-dihydroxybutyl)amino]thiazole-4-carboxylic acid S1C(=NC2=C1C=CC=C2)NC2=C(C=C(N=N2)N(C=2SC=C(N2)C(=O)O)CCC(CO)O)C